9,10-bis(t-butoxycarbonyltetradecyleneoxy)anthracene C(C)(C)(C)OC(=O)CCCCCCCCCCCCCCOC=1C2=CC=CC=C2C(=C2C=CC=CC12)OCCCCCCCCCCCCCCC(=O)OC(C)(C)C